CC(C)(C)OC(CCOCCOCCOCCN)=O 3-[(8-amino-3,6-dioxaoct-1-yl)oxy]propionic acid-2-methylpropan-2-yl ester